((R)-3-(2-Chloro-4-fluorophenyl)morpholino)-N-((R,E)-4-(methylsulfonyl)but-3-en-2-yl)pyrazine-2-carboxamide ClC1=C(C=CC(=C1)F)[C@@H]1COCCN1C=1C(=NC=CN1)C(=O)N[C@H](C)\C=C\S(=O)(=O)C